CC=1C(=C2C=NN(C2=CC1)C1OCCCC1)C1CC(C(CCC1)C(=O)OC)=O methyl 4-(5-methyl-1-(tetrahydro-2H-pyran-2-yl)-1H-indazol-4-yl)-2-oxocycloheptane-1-carboxylate